CN(C(C(O)C1=CC=C(C=C1)[N+](=O)[O-])CO)C 2-(dimethylamino)-1-(4-nitrophenyl)-1,3-propanediol